[Si](C)(C)(C(C)(C)C)OC1CC=C(CC12CCCCC2)C2=NNC=C2CN(CCN(C(OC(C)(C)C)=O)C)C tert-Butyl N-(2-{[(3-{5-[(tert-butyldimethylsilyl)oxy]spiro[5.5]undec-2-en-2-yl}-1H-pyrazol-4-yl)methyl](methyl)amino}ethyl)-N-methylcarbamate